trans-N-(4-hydroxy-3-(methylsulfonyl)phenyl)-4-phenylcyclohexane-1-carboxamide OC1=C(C=C(C=C1)NC(=O)[C@@H]1CC[C@H](CC1)C1=CC=CC=C1)S(=O)(=O)C